N1(CCCC1)CC(=O)O 2-(pyrrolidin-1-yl)acetic acid